C(#N)C1=C(C=CC=C1)SC=1C=2N(C=C(C1)C=1C=NN(C1)C1CCC(CC1)N(C)C)N=CC2C#N 4-((2-cyanophenyl)thio)-6-(1-((1s,4s)-4-(dimethylamino)cyclohex-yl)-1H-pyrazol-4-yl)pyrazolo[1,5-a]pyridine-3-carbonitrile